CC(=O)N[C@@H](CCCC(=O)OP(=O)(O)O)C(=O)O N-acetyl-L-2-aminoadipic acid 6-phosphate